Methyl 8-(5-chloro-3-methylpyridin-2-yl)-9-(4-((1-(3-fluoropropyl)azetidin-3-yl)methyl)phenyl)-6,7-dihydro-5H-benzo[7]annulene-3-carboxylate ClC=1C=C(C(=NC1)C=1CCCC2=C(C1C1=CC=C(C=C1)CC1CN(C1)CCCF)C=CC(=C2)C(=O)OC)C